C1(CC1)C1=C(C=NN1C1=CC=CC=C1)C(=O)OCC ethyl 5-cyclopropyl-1-phenyl-1H-pyrazole-4-carboxylate